C1(=CC=C(C=C1)CNC1=C2N=CN(C2=NC(=N1)N1[C@H](CNCC1)CCO)C(C)C)C1=CC=CC=C1 (S)-2-(1-(6-(([1,1'-biphenyl]-4-ylmethyl)amino)-9-isopropyl-9H-purin-2-yl)piperazin-2-yl)ethan-1-ol